ClC1=C(C=CC(=C1)CN1CC(C1)(C)F)N1C=NC(=C1)C1=NC(=NC=C1C(F)(F)F)NC1CCN(CC1)S(=O)(=O)C 4-(1-(2-Chloro-4-((3-fluoro-3-methylazetidin-1-yl)methyl)phenyl)-1H-imidazol-4-yl)-N-(1-(methylsulfonyl)piperidin-4-yl)-5-(trifluoromethyl)pyrimidin-2-amine